C=C(C(=O)[O-])CCCC(=O)[O-] methylen-adipat